FC(OC1=CC=C(C=C1)C1(CN(CC1)C(=O)OC(C)(C)C)O)F tert-butyl 3-(4-(difluoromethoxy)phenyl)-3-hydroxypyrrolidine-1-carboxylate